C(C)(C)(C)OC(=O)N1CCN(CC1)C=1C=2N(C=C(C1)C1CC1)C=C(N2)CN.N2C(=NC1=C2C=CC=C1)NC(CCNC(C)=O)C1=CC(=CC=C1)OC(F)(F)F (+)-N-{3-[(1H-1,3-benzodiazol-2-yl)amino]-3-[3-(trifluoromethoxy)phenyl]propyl}acetamide tert-butyl-4-(2-(aminomethyl)-6-cyclopropylimidazo[1,2-a]pyridin-8-yl)piperazine-1-carboxylate